CC(C[C@H]1[C@@H](C[C@H]2N(CCC3=CC(=C(C=C23)OC)O)C1)O)(C)C (2R,3R,11bR)-3-(2,2-dimethylpropyl)-10-methoxy-1H,2H,3H,4H,6H,7H,11bH-pyrido[2,1-a]isoquinoline-2,9-diol